BrC1=CC=C(C=N1)C=NNC1=NC=CC(=C1Cl)I 2-(2-((6-bromopyridin-3-yl)methylene)hydrazino)-3-chloro-4-iodopyridine